O(C#N)C1=CC=C(C=C1)C 4-Cyanatotoluol